8-(3-fluoro-2-methoxypyridin-4-yl)-9-(3-fluoro-4-((1-(3-fluoropropyl)azetidin-3-yl)methyl)phenyl)-6,7-dihydro-5H-benzo[7]annulene-3-carboxylic acid FC=1C(=NC=CC1C=1CCCC2=C(C1C1=CC(=C(C=C1)CC1CN(C1)CCCF)F)C=CC(=C2)C(=O)O)OC